(R)-3-(4-((4-((R)-2-acetoxy-3-chloropropoxy)phenyl) sulfonyl)phenoxy)propane-1,2-diyl diacetate C(C)(=O)OC[C@@H](COC1=CC=C(C=C1)S(=O)(=O)C1=CC=C(C=C1)OC[C@H](CCl)OC(C)=O)OC(C)=O